(8-(4-(2,6-bis(benzyloxy)pyridin-3-yl)-3,5-difluorophenyl)-1-oxa-8-azaspiro[4.5]decan-3-yl)methyl benzoate C(C1=CC=CC=C1)(=O)OCC1COC2(C1)CCN(CC2)C2=CC(=C(C(=C2)F)C=2C(=NC(=CC2)OCC2=CC=CC=C2)OCC2=CC=CC=C2)F